diethyl 2-(1-(7-fluoro-3,3-dimethyl-2-oxoindolin-5-yl)-1-oxopropan-2-yl)malonate FC=1C=C(C=C2C(C(NC12)=O)(C)C)C(C(C)C(C(=O)OCC)C(=O)OCC)=O